(5'S)-7-hydroxy-5'-methyl-7H-spiro[furo[3,4-b]pyridine-5,3'-pyrrolidine]-1'-carboxylic acid tert-butyl ester C(C)(C)(C)OC(=O)N1CC2(C[C@@H]1C)OC(C1=NC=CC=C12)O